ClC1=C(C[C@@]2(NCCC2)C(=O)O)C=CC=C1 α-(2-chloro-benzyl)-proline